C(C)(C)(C)OC(=O)N(CC#CC1=C(C=CC(=C1F)F)NC1=C(C(=O)OC)C=C(C(=C1)F)F)C1=NC(=CC=C1[N+](=O)[O-])OC methyl 2-((2-(3-((tert-butoxycarbonyl) (6-methoxy-3-nitropyridin-2-yl) amino) prop-1-yn-1-yl)-3,4-difluorophenyl) amino)-4,5-difluoro-benzoate